5-(4-((2-isopropyl-3-oxo-4H-quinoxalin-6-yl)methyl)piperazin-1-yl)-N-(methyl-d3)pyridine-2-carboxamide C(C)(C)C1=NC2=CC=C(C=C2NC1=O)CN1CCN(CC1)C=1C=CC(=NC1)C(=O)NC([2H])([2H])[2H]